ClC=1C=C2C(=CC1)NC(C21CCN(CC1)CCOC1=CC=C(C=C1)[S@@](=O)(=NC)C)=O (R)-5-chloro-1'-(2-{4-[methyl(methyl-imino)oxo-λ6-sulfanyl]phenoxy}ethyl)-1,2-dihydrospiro[indole-3,4'-piperidin]-2-one